2-(4-tert-butylphenoxy)-1-(4-methoxyphenyl)ethanone C(C)(C)(C)C1=CC=C(OCC(=O)C2=CC=C(C=C2)OC)C=C1